2-aminoethyl (R)-2-(1-((4'-(1,1,1,3,3,3-hexafluoro-2-hydroxypropan-2-yl)-[1,1'-biphenyl]-4-yl)methyl)-4-(pyridin-4-ylmethyl)piperazin-2-yl)acetate FC(C(C(F)(F)F)(O)C1=CC=C(C=C1)C1=CC=C(C=C1)CN1[C@@H](CN(CC1)CC1=CC=NC=C1)CC(=O)OCCN)(F)F